BrC1=C(C(=O)OC)C=CC(=C1)C(F)(F)F methyl 2-bromo-4-(trifluoromethyl)-benzoate